tert-butyl N-[2-[[4-[6-(difluoromethyl)-2-pyridyl]thiazol-2-yl]amino]-2-oxo-ethyl]carbamate FC(C1=CC=CC(=N1)C=1N=C(SC1)NC(CNC(OC(C)(C)C)=O)=O)F